4-chloro-3,5-dimethyl-phenol ClC1=C(C=C(C=C1C)O)C